bis((3-ethyl-3-oxetanylmethoxy) methyl) ether C(C)C1(COC1)COCOCOCC1(COC1)CC